2-Methyl-N-(1-(7-(5-methyl-1,3,4-thiadiazol-2-yl)quinolin-5-yl)cyclopropyl)-5-((1-methylazetidin-2-yl)methoxy)benzamide CC1=C(C(=O)NC2(CC2)C2=C3C=CC=NC3=CC(=C2)C=2SC(=NN2)C)C=C(C=C1)OCC1N(CC1)C